(2S)-1-(3-(methylsulfonyl)phenoxy)-3-(8-(3-(pyrimidin-5-yl)benzenesulfonyl)-1-oxa-8-azaspiro[4.5]decan-3-ylamino)propan-2-ol CS(=O)(=O)C=1C=C(OC[C@H](CNC2COC3(C2)CCN(CC3)S(=O)(=O)C3=CC(=CC=C3)C=3C=NC=NC3)O)C=CC1